C(C=C)(=O)N1CC(CCC1)N1N=C2C=C(C=CC2=C1)C=1C=C(C#N)C=CC1 3-(2-(1-acryloylpiperidin-3-yl)-2H-indazol-6-yl)benzonitrile